N-(2-fluoro-3-chlorophenyl)-4-((1-((4-chlorophenyl)amino)-2-methyl-1-oxopropan-2-yl)oxy)benzamide FC1=C(C=CC=C1Cl)NC(C1=CC=C(C=C1)OC(C(=O)NC1=CC=C(C=C1)Cl)(C)C)=O